CN(C(/C=C/CC(C(C(=O)NC=1C(N(C=CC1)CC=1N(C2=C(C=CC=C2C1)CC(C)C)C(=O)OC(C)(C)C)=O)OC(N(C)C)=O)([2H])[2H])=O)C tert-butyl (E)-2-((3-(7-(dimethylamino)-2-((dimethylcarbamoyl)oxy)-7-oxohept-5-enamido-3,3-d2)-2-oxopyridin-1(2H)-yl)methyl)-7-isobutyl-1H-indole-1-carboxylate